N-[3-(dimethylamino)propyl]-7-(3,3-dimethylindolin-1-yl)thiazolo[5,4-d]pyrimidine-2-carboxamide CN(CCCNC(=O)C=1SC=2N=CN=C(C2N1)N1CC(C2=CC=CC=C12)(C)C)C